C(C)(=O)C=1C2=C(N(C(C1)=O)C)C=C(S2)C2=CC=C(C=C2)OC 7-Acetyl-2-(4-methoxyphenyl)-4-methylthieno[3,2-b]pyridine-5(4H)-one